1-(4-(5'-(4-(tert-Butyl)piperazin-1-yl)-6-fluoro-3-hydroxy-6'-methyl-[2,3'-bipyridin]-4-yl)-2-chlorophenyl)-3-methyl-1H-imidazol-2(3H)-one C(C)(C)(C)N1CCN(CC1)C=1C=C(C=NC1C)C1=NC(=CC(=C1O)C1=CC(=C(C=C1)N1C(N(C=C1)C)=O)Cl)F